C1(CCCCC1)[C@@H](C(=O)NC1=CC=C2C(=C1)NC(C21CCOCC1)=O)NC=1N=NC(=CC1)OC(C)C (2S)-2-Cyclohexyl-N-(2-oxospiro[1H-indole-3,4'-oxane]-6-yl)-2-{[6-(propan-2-yloxy)-pyridazin-3-yl]amino}acetamide